C(C)(C)(C)OC(N[C@@H](C)C=1N(N=C(N1)Cl)C1=NC=CC=N1)=O N-[(1S)-1-(5-chloro-2-pyrimidin-2-yl-1,2,4-triazol-3-yl)ethyl]carbamic acid tert-butyl ester